2-meth-oxyacetic acid COCC(=O)O